4,4'-Dimethyl-benzophenone CC1=CC=C(C(=O)C2=CC=C(C=C2)C)C=C1